NC(CC(NC(OCC1C2=CC=CC=C2C=2C=CC=CC12)=O)C(NCCOCCOCCC(N(C(C(=O)[O-])C)C)=O)=O)=O 5-(2-amino-2-oxoethyl)-1-(9H-fluoren-9-yl)-17,18-dimethyl-3,6,16-trioxo-2,10,13-trioxa-4,7,17-triazanonadecan-19-oate